butyl (S)-(3-((1-(4-fluorophenyl)-1,2,3,4-tetrahydroisoquinoline-2-carboxamido)methyl)cyclobutyl)carbamate FC1=CC=C(C=C1)[C@@H]1N(CCC2=CC=CC=C12)C(=O)NCC1CC(C1)NC(OCCCC)=O